[C@@H]1([C@H](O)[C@@H](O)[C@H](O)[C@H](O1)CO)O[C@H]1[C@@H](O[C@@H]([C@H]([C@@H]1O)O)CO)O[C@H]1[C@H](O)O[C@@H]([C@H]([C@@H]1O)O)CO β-D-Glucopyranosyl-(1→2)-β-D-Glucopyranosyl-(1→2)-β-D-glucose